FC1=CC=C(C=C1)C(=O)N1CC(N(CC1)C1=CC=CC=C1)C (4-fluorophenyl)(3-methyl-4-phenylpiperazin-1-yl)methanone